(3-((5-(4-cyanopyrimidin-5-yl)pyridin-2-yl)methyl)-1,2,3-oxadiazol-3-ium-5-yl)((3-(trifluoromethyl)phenyl)carbamoyl)amide C(#N)C1=NC=NC=C1C=1C=CC(=NC1)C[N+]1=NOC(=C1)[N-]C(NC1=CC(=CC=C1)C(F)(F)F)=O